CN1C2=C(OC[C@@H](C1=O)NC(=O)C1=NNC3=CC=C(C=C13)C(F)(F)F)C=CC=C2 (S)-N-(5-methyl-4-oxo-2,3,4,5-tetrahydrobenzo[b][1,4]oxazepin-3-yl)-5-(trifluoromethyl)-1H-indazole-3-carboxamide